CN(CCOC1=CC(=CC=C1)C1=NCC(CC1)C)C N,N-dimethyl-2-(3-(5-methyl-3,4,5,6-tetrahydropyridin-2-yl)phenoxy)ethanamine